triphenyl-bis(3-chlorobenzoyloxy)bismuth (V) C1(=CC=CC=C1)[Bi](OC(C1=CC(=CC=C1)Cl)=O)(OC(C1=CC(=CC=C1)Cl)=O)(C1=CC=CC=C1)C1=CC=CC=C1